2-{[(4-methoxyphenyl)methoxy]methyl}propane-1,3-diyl bis(4-methylbenzene-1-sulfonate) CC1=CC=C(C=C1)S(=O)(=O)OCC(COS(=O)(=O)C1=CC=C(C=C1)C)COCC1=CC=C(C=C1)OC